OC12CC3C(C(CC(C1)C3)C2)N2CCC(CC2)C2=CC(=C(C=C2)NC2=NC=C(C(=N2)NC2=C(C(=O)NC)C=CC=C2C)C(F)(F)F)OC 2-((2-((4-(1-((cis)-5-hydroxyadamantan-2-yl)piperidin-4-yl)-2-methoxyphenyl)amino)-5-(trifluoromethyl)pyrimidin-4-yl)amino)-N,3-dimethylbenzamide